ClC=1C=C2C3=C(NC2=CC1)C(N(CC3)C(=O)C3=CC(=CC=C3)Cl)CO (6-Chloro-1-(hydroxymethyl)-3,4-dihydro-1H-pyrido[3,4-b]indol-2(9H)-yl)(3-chlorophenyl)methanone